1-(1,2,3,4-tetrahydro-1-quinolinyl)-3-methylenehept-4,6-diene N1(CCCC2=CC=CC=C12)CCC(C=CC=C)=C